5-(8-azabicyclo[3.2.1]octan-3-yl)-N2,6-dimethyl-N2-(2,2,2-trifluoroethyl)pyridine-2,5-diamine C12CC(CC(CC1)N2)C2(CC=C(N=C2C)N(CC(F)(F)F)C)N